CC(CCNC(C1=CC=C(C=C1)NC1=CC(=CC=C1)NC(C1=CC(=CC=C1)OC)=O)=O)C N-(3-Methyl-butyl)-4-[3-(3-methoxybenzamido)-phenylamino]-benzamide